8-bromo-6-fluoro-1-methylisochroman-3-one BrC=1C=C(C=C2CC(OC(C12)C)=O)F